NC1=CC(=C(OC2=CC=C(C=C2)OC2=C(C=C(C=C2)N)C(F)(F)F)C=C1)C(F)(F)F 1,4-bis(4-amino-2-trifluoromethyl-phenoxy)benzene